C1(CC1)NC(=O)C=1C=C(C(N(C1)CC=1C=CC=C2CCNCC12)=O)C(=O)NC N5-cyclopropyl-N3-methyl-2-oxo-1-((1,2,3,4-tetrahydroisoquinolin-8-yl)methyl)-1,2-dihydropyridine-3,5-dicarboxamide